CC=1C=C(C=2C(=C3C(=NC2N1)C=CC=C3)N)C 2,4-Dimethyl-benzo[b][1,8]naphthyridin-5-ylamine